C(C)C=1C(=C(C)C(=C(C1)CC)NCCC#N)NCCC#N 3,5-diethyl-2,6-bis(cyanoethylamino)toluene